COC1=C(C=CC(=C1)N1CCOCC1)NC=O N-(2-methoxy-4-morpholinophenyl)carboxamide